CC1=C(C(=C2C3=C1O[C@@H](C[C@@H]3O[C@@H]4[C@H]([C@@H]([C@H](O[C@H]4O2)CO)O)O)C5=CC=C(C=C5)OC)C)O The molecule is an organic heterotetracyclic compound resulting from cyclocondensation of the 4- and 5-hydroxy groups of (2S,4S)-2-(4-methoxyphenyl)-6,8-dimethylchromane-4,5,7-triol across the 1- and 2-positions of 1,2-didehydro-D-glucose. A natural product found in Abacopteris penangiana. It has a role as a plant metabolite. It is a carbohydrate derivative, an organic heterotetracyclic compound and a polycyclic ether. It derives from a beta-D-glucose.